BrC=1C(=C(C=CC1)C1(C(N(C(CC1)=O)COCC[Si](C)(C)C)=O)F)Cl 3-(3-bromo-2-chloro-phenyl)-3-fluoro-1-(2-trimethylsilylethoxymethyl)piperidine-2,6-dione